trans-4-((((trans)-4-(3-Cyano-4-methoxyphenyl)cyclohexyl)methyl)(3-(1-isopropyl-1H-pyrazol-4-yl)phenyl)carbamoyl)cyclohexyl 4-methylpiperazine-1-carboxylate CN1CCN(CC1)C(=O)O[C@@H]1CC[C@H](CC1)C(N(C1=CC(=CC=C1)C=1C=NN(C1)C(C)C)C[C@@H]1CC[C@H](CC1)C1=CC(=C(C=C1)OC)C#N)=O